6-bromo-5-cyclopropyl-1,2,4-triazine-3-amine BrC1=C(N=C(N=N1)N)C1CC1